Cl.C(C)N=C=NCCCN(C)C 1-ethyl-(3-dimethylaminopropyl)carbodiimide hydrochloride